3,3-dicyclopropyl-N-[4-[3,5-dimethyl-1-(2-trimethylsilylethoxymethyl)pyrazol-4-yl]phenyl]-2-[5-(1H-pyrazol-3-ylmethyl)-4H-1,2,4-triazol-3-yl]propanamide C1(CC1)C(C(C(=O)NC1=CC=C(C=C1)C=1C(=NN(C1C)COCC[Si](C)(C)C)C)C1=NN=C(N1)CC1=NNC=C1)C1CC1